1,4-Bis(2-isocyanatoethyl)benzol N(=C=O)CCC1=CC=C(C=C1)CCN=C=O